O=C1C2=C(N=C(N1)C1(CC1)C=1SC=C(C1)C1=CC=CC=C1)CCN(C2)C(=O)OC(C)(C)C tert-butyl 4-oxo-2-(1-(4-phenylthiophen-2-yl)cyclopropyl)-3,5,7,8-tetrahydropyrido[4,3-d]pyrimidine-6(4H)-carboxylate